N(=[N+]=[N-])CCOCCOCCOCCOCC(COCCCCCCCC(=O)OCC(CCCCCC)CCCC)OCCCCCCCC(=O)OCC(CCCCCC)CCCC 2-butyloctyl 8-[3-[2-[2-[2-(2-azidoethoxy)ethoxy]ethoxy]ethoxy]-2-[8-(2-butyloctoxy)-8-oxo-octoxy]propoxy]octanoate